C(C#CCCCCCCCC(=O)O)(=O)O undecynedioic acid